methyl 6-(1-tetrahydropyran-2-ylimidazol-4-yl)sulfanylpyridine-3-carboxylate O1C(CCCC1)N1C=NC(=C1)SC1=CC=C(C=N1)C(=O)OC